C(C)(=O)N1CCC2(CC(C2)N2CCC=3C=C(C=NC3C2)C(=O)OCC)CC1 ethyl 7-(7-acetyl-7-azaspiro[3.5]nonan-2-yl)-5,6,7,8-tetrahydro-1,7-naphthyridine-3-carboxylate